C1=C(C=CC=2C3=CC=CC=C3CC12)N (9H)-fluorene-2-amine